3-methyl-6-(1-methyl-Ethyl)-3,9-decadien-1-ol CC(CCO)=CCC(CCC=C)C(C)C